alpha-aminoethanone NC(C)=O